[7-[4-fluoro-2-(2-methoxyethoxy)phenyl]-6-(4,5,6,7-tetrahydrothiazolo[5,4-c]pyridin-2-yl)thieno[3,2-c]pyridin-4-yl]trifluoromethanesulfonic acid FC1=CC(=C(C=C1)C=1C2=C(C(=NC1C=1SC=3CNCCC3N1)OS(=O)(=O)C(F)(F)F)C=CS2)OCCOC